COC1=CC2=CNCN=C2C=C1OC 6,7-dimethoxy-3H-quinazoline